BrC1=CC(=C(O[C@H](CO)CF)C=C1)C(CC)(F)F (R)-2-(4-bromo-2-(1,1-difluoropropyl)phenoxy)-3-fluoropropan-1-ol